CC(=O)N[C@@H](CCSC)C(=O)N[C@@H](CCC(=O)N)C(=O)O The molecule is a dipeptide obtained by formal condensation of the carboxy group of N-acetyl-L-methionine with the amino group of L-glutamine. It is a dipeptide and an acetamide.